OC[C@@H](C)NC(=O)C=1C=NC(=C(C1)C=1SC(=CN1)C)OC1=CC=C(C=C1)C(F)(F)F N-[(2R)-1-hydroxypropan-2-yl]-5-(5-methyl-1,3-thiazol-2-yl)-6-[4-(trifluoromethyl)phenoxy]pyridine-3-carboxamide